C(CCC)N1C([C@H](NC(C12CCN(CC2)CC2=CC=C(C=C2)OC2=CC=C(C=C2)C(=O)NCC2CC2)=O)[C@@H](C2CCCCC2)O)=O (3R)-1-butyl-2,5-dioxo-3-((1R)-1-hydroxy-1-cyclohexylmethyl)-9-(4-(4-cyclopropylmethylaminocarbonylphenoxy)phenylmethyl)-1,4,9-triazaspiro[5.5]undecane